(hydroxymethyl)-1-[(2'-methyl-1,1'-biphenyl-4-yl)carbonyl]pyrrolidin OCC1N(CCC1)C(=O)C1=CC=C(C=C1)C1=C(C=CC=C1)C